ClC1=C(OCC2=CC=C(O2)C(=O)N2CCN(CC2)CC2=NC3=C(N2CC2=CN=CN2CC)C=C(C=C3)C(=O)O)C=CC(=C1)Cl 2-[(4-{5-[(2,4-dichlorophenoxy)methyl]furan-2-carbonyl}piperazin-1-yl)methyl]-1-[(1-ethyl-1H-imidazol-5-yl)methyl]-1H-1,3-benzodiazole-6-carboxylic acid